(4-(2,4-dichlorophenoxy)phenyl)-6-methoxy-7-((1-methylpiperidin-4-yl)methoxy)quinazolin-4-amine ClC1=C(OC2=CC=C(C=C2)C2=NC3=CC(=C(C=C3C(=N2)N)OC)OCC2CCN(CC2)C)C=CC(=C1)Cl